2,6-difluoro-4-(methylcarbamoyl)benzoic acid FC1=C(C(=O)O)C(=CC(=C1)C(NC)=O)F